4-(4-((S)-3-(tert-butoxy)-2-((1,3-dioxoisoindolin-2-yl)oxy)-3-oxopropoxy)phenyl)-1-(3-((tert-butoxycarbonyl)amino)-2-hydroxypropyl)-2-methyl-1H-pyrazol-2-ium 2,2,2-trifluoroacetate FC(C(=O)[O-])(F)F.C(C)(C)(C)OC([C@H](COC1=CC=C(C=C1)C=1C=[N+](N(C1)CC(CNC(=O)OC(C)(C)C)O)C)ON1C(C2=CC=CC=C2C1=O)=O)=O